[Mo+2](Cl)(Cl)(Cl)Cl molybdenum (VI) tetrachloride